sodium (E)-4-fluoro-quinoline-4-carboxylate FC1(CC=NC2=CC=CC=C12)C(=O)[O-].[Na+]